ClC1=C(C=C(C=C1)F)[C@@H]([C@@H](C)C=1N(C(C(=C(N1)C(=O)NC=1C=NOC1)O)=O)C)C=1C(=NN(C1)CCOC)C 2-((1S,2R)-1-(2-chloro-5-fluorophenyl)-1-(1-(2-methoxyethyl)-3-methyl-1H-pyrazol-4-yl)propan-2-yl)-5-hydroxy-N-(isoxazol-4-yl)-1-methyl-6-oxo-1,6-dihydropyrimidine-4-carboxamide